FC1=CC=C(C=C1)N1C(C2=CC=C(C=C2C1)OC(C)C=1SC=C(N1)C)=O (4-fluorophenyl)-5-(1-(4-methylthiazol-2-yl)ethoxy)isoindolin-1-one